2-pentylheptyl 5-Hydroxyhexanoate OC(CCCC(=O)OCC(CCCCC)CCCCC)C